6'-((1S,2S)-2-(4,4,5,5-tetramethyl-1,3,2-dioxaborolan-2-yl)cyclopropyl)-1'-(2,2,2-trifluoroethyl)spiro[cyclobutane-1,3'-indolin]-2'-one CC1(OB(OC1(C)C)[C@@H]1[C@H](C1)C1=CC=C2C3(C(N(C2=C1)CC(F)(F)F)=O)CCC3)C